C1=NC2=C(N1[C@H]3[C@@H]([C@@H]([C@H](O3)COP(=O)(O)O)O)O)N=C(NC2=O)N GUANYLIC ACID